C(C)(C)(C)N1C=C(C2=CC=C(C(=C12)C#N)F)B1OC(C(O1)(C)C)(C)C tert-butyl-7-cyano-6-fluoro-3-(4,4,5,5-tetramethyl-1,3,2-dioxaborolan-2-yl)-1H-indole